2-thioxo-3-(2-(1-tosyl-4-(trifluoromethyl)piperidin-2-yl)benzyl)-1,2,3,7-tetrahydro-6H-purin-6-one S=C1NC(C=2NC=NC2N1CC1=C(C=CC=C1)C1N(CCC(C1)C(F)(F)F)S(=O)(=O)C1=CC=C(C)C=C1)=O